ClC1=CC2=C(N=C(S2)C23CC(C2)(C3)NC(=O)C3=CN=C(S3)C3(CC3)S(=O)(=O)C)C=C1 N-[3-(6-chloro-1,3-benzothiazol-2-yl)-1-bicyclo[1.1.1]pentanyl]-2-(1-methylsulfonylcyclopropyl)thiazole-5-carboxamide